(R)-2-(n-octyl)-2H-pyran C(CCCCCCC)[C@H]1OC=CC=C1